C(C)(C)(C)OC(=O)N[C@H]1C[C@H](C[C@H]1O)C(=O)O (1R,3S,4R)-3-[(tert-Butoxycarbonyl)amino]-4-hydroxycyclopentane-1-carboxylic acid